C(C)(C)(C)OC(=O)N1CC(N(CC1)CC1=C(C=C(C=C1)C=1C=2N(C=C(N1)C=1C=NN(C1)C)N=CC2)C)=O.[N+](=O)([O-])C=2C=C(OCCN1CCOCC1)C=CC2N2CCCCC2 (2-(3-nitro-4-(piperidin-1-yl)phenoxy)ethyl)morpholine tert-butyl-4-(2-methyl-4-(6-(1-methyl-1H-pyrazol-4-yl)pyrazolo[1,5-a]pyrazin-4-yl)benzyl)-3-oxopiperazine-1-carboxylate